(1-isopropyl-1H-pyrazol-3-yl)-N-(6-methoxypyridin-2-yl)-5-methyl-2-(pyridin-2-yl)pyrrolo[2,1-f][1,2,4]triazin-4-amine C(C)(C)N1N=C(C=C1)C=1C(=C2C(=NC(=NN2C1)C1=NC=CC=C1)NC1=NC(=CC=C1)OC)C